COC1=C(C=CC(=C1)C(F)(F)F)C1=C(C=C(N=N1)N)C 6-(2-methoxy-4-trifluoromethylphenyl)-5-methylpyridazin-3-amine